2-(3-fluorophenyl)-6-methoxy-3,4-dihydroisoquinolin-1(2H)-one FC=1C=C(C=CC1)N1C(C2=CC=C(C=C2CC1)OC)=O